α-(4-hydroxyphenyl)-3-methyl-4-benzyl-1-piperidineethanol (+)-tartrate C(=O)(O)C(O)C(O)C(=O)O.OC1=CC=C(C=C1)C(CN1CC(C(CC1)CC1=CC=CC=C1)C)O